OC1=C(C=CC=C1)C1=CC(=CN=N1)N1CCC(CC1)(C(=O)N1CC2(CN(C2)CC2CCN(CC2)C2=CC=C(C=C2)[C@@H]2C(NC(CC2)=O)=O)CC1)C1=CC=CC=C1 (3R)-3-(4-{4-[(6-{1-[6-(2-hydroxyphenyl)pyridazin-4-yl]-4-phenylpiperidine-4-carbonyl}-2,6-diazaspiro[3.4]octan-2-yl)methyl]piperidin-1-yl}phenyl)piperidine-2,6-dione